(tert-Butoxycarbonyl)-L-homoserine methyl ester COC([C@@H](NC(=O)OC(C)(C)C)CCO)=O